FC(C(=O)N1CCCC1)(F)F 1-trifluoroacetylpyrrolidin